CC1(CN(C2=C1NC(C(=C2)OC2=CC=C(C=C2)C)=O)C(CN2[C@H](CN[C@@H](C2)C)CN2CC(OCC2)C(=O)N)=O)C 4-(((2R,5R)-1-(2-(3,3-dimethyl-5-oxo-6-(p-tolyloxy)-2,3,4,5-tetrahydro-1H-pyrrolo[3,2-b]pyridin-1-yl)-2-oxoethyl)-5-methylpiperazin-2-yl)methyl)morpholine-2-carboxamide